N-benzyl-isonicotinamide C(C1=CC=CC=C1)NC(C1=CC=NC=C1)=O